N,N'-diphenyl-6-(isopropylamino)-[1,3,5]triazine-2,4-diamine C1(=CC=CC=C1)NC1=NC(=NC(=N1)NC1=CC=CC=C1)NC(C)C